ethyl-(hydroxybenzyl)ethoxypropoxysilane C(C)[SiH](OCCCOCC)C(C1=CC=CC=C1)O